S1C(=CC=C1)C(CC=O)C[N+](=O)[O-] 3-(thiophen-2-yl)-4-nitro-butan-1-one